1-(5,7-dichloro-8-fluoro-2-(methylthio)pyrido[4,3-d]pyrimidin-4-yl)-3-methylpiperidin-3-ol ClC1=NC(=C(C=2N=C(N=C(C21)N2CC(CCC2)(O)C)SC)F)Cl